trans-4-((4-(1-Iso-propyl-1H-pyrazol-4-yl)pyridin-2-yl)-((trans-4-(5-methoxy-6-methylpyridin-2-yl)cyclohexyl)-methyl)carbamoyl)-cyclohexyl 3-(methylsulfonyl)-azetidine-1-carboxylate CS(=O)(=O)C1CN(C1)C(=O)O[C@@H]1CC[C@H](CC1)C(N(C[C@@H]1CC[C@H](CC1)C1=NC(=C(C=C1)OC)C)C1=NC=CC(=C1)C=1C=NN(C1)C(C)C)=O